(R)-4-bromo-N-(8,9-difluoro-6-oxo-1,4,5,6-tetrahydro-2H-pyrano[3,4-c]isoquinolin-1-yl)-N-methyl-1H-pyrrole-2-carboxamide BrC=1C=C(NC1)C(=O)N(C)[C@H]1COCC=2NC(C=3C=C(C(=CC3C21)F)F)=O